3-(2-(trifluoromethoxyphenyl)acryloyl)oxazolidin-2-one-5,5-d2 Diantimony [Sb].[Sb].FC(OC1=C(C=CC=C1)C(C(=O)N1C(OC(C1)([2H])[2H])=O)=C)(F)F